OC=1C=CC=2C3(C4=CC=C(C=C4OC2C1)O)OC(C1=C3C=CC(=C1)C(=O)O)=O 3',6'-dihydroxy-3-oxospiro[2-benzofuran-1,9'-xanthene]-5-carboxylic acid